CC1=C(SC(=C1)C)B(O)O 3,5-DIMETHYLTHIOPHEN-2-YLBORONIC ACID